C(#C)C[C@@]12CCC[C@H]1[C@@H]1CCC3CCCC[C@]3(C)[C@H]1CC2 alpha-ethynyl-androstane